FC(S(=O)(=O)OC=1C=2N(N=CC1)C=C(C2)C=2C=NC(=C(C2)NS(=O)(=O)C2=C(C=C(C=C2)F)F)OC)(F)F 6-(5-((2,4-difluorophenyl)sulfonamido)-6-methoxypyridin-3-yl)pyrrolo[1,2-b]pyridazin-4-yl trifluoromethanesulfonate